3-fluoro-5-(fluoromethoxy)pyridine Cesium carbonate C([O-])([O-])=O.[Cs+].FC=1C=NC=C(C1)OCF.[Cs+]